C(C)(C)(C)OC(=O)N1C(OC[C@@H]1C[C@@H]1C(N(C(C1)(C)C)C(=O)OC(C)(C)C)=O)(C)C (S)-4-(((S)-1-(tert-butoxycarbonyl)-5,5-dimethyl-2-oxopyrrolidin-3-yl)methyl)-2,2-dimethyloxazolidine-3-carboxylic acid tert-butyl ester